C(C)(C)(C)OC(=O)N1C[C@@H](O[C@@H](C1)CO)C(C)(C)C (2s,6s)-2-tert-butyl-6-(hydroxymethyl)morpholine-4-carboxylic acid tert-butyl ester